methyl isobutyl ketone-oxime C(C(C)C)C(C)=NO